ClN1C(N(CC1=O)Cl)=O 1,3-dichloro-2-oxotetrahydro-1H-imidazol-5-one